COC1(C(COCC1)=O)OC 4,4-dimethoxy-dihydro-2H-pyran-3(4H)-one